CS(=NC(C1=CC=C(C=C1)C1=NOC(=N1)C(F)(F)F)=O)(C1=CC=C(C=C1)C)=O N-(methyl(oxo)(p-tolyl)-λ6-sulfaneylidene)-4-(5-(trifluoromethyl)-1,2,4-oxadiazol-3-yl)benzamide